O=C1NC(CCC1N1C(C2=CC=C(C=C2C1)C(=O)O)=O)=O 2-(2,6-dioxo-3-piperidinyl)-1-oxo-isoindoline-5-carboxylic acid